(1S,2R,4S)-4-(2-amino-6-oxo-1H-purin-9(6H)-yl)-2-(hydroxymethyl)-3-methylenecyclopentyl hexanoate C(CCCCC)(=O)O[C@@H]1[C@H](C([C@H](C1)N1C=2N=C(NC(C2N=C1)=O)N)=C)CO